C(C1=CC=CC=C1)OC(=O)N[C@@H](CCCCN)C(=O)N benzyloxycarbonyl-lysinamide